FC=1C=C2C(=NC1)NN=C2 5-fluoro-1H-pyrazolo[3,4-b]pyridin